ClC=1C(=NC(=NC1)NC=1C=C2CCN(CC2=CC1)CCOC)NC1=C(C=CC=C1)S(=O)(=O)N(C)C 2-((5-chloro-2-((2-(2-methoxyethyl)-1,2,3,4-tetra-hydroisoquinolin-6-yl)amino)pyrimidin-4-yl)amino)-N,N-dimethylbenzenesulfonamide